NC1=NC=2C=C(C(=CC2C2=C1COC2)C(=O)N(CC2=NC=C(C=C2)C(F)(F)F)C)Cl 4-amino-7-chloro-N-methyl-N-((5-(trifluoromethyl)-2-pyridinyl)methyl)-1,3-dihydrofuro[3,4-c]quinoline-8-carboxamide